(R)-N-(4-((1,3-dioxo-2-((tetrahydrofuran-2-yl)methyl)isoindolin-5-yl)oxy)phenyl)-3-methoxybenzamide O=C1N(C(C2=CC(=CC=C12)OC1=CC=C(C=C1)NC(C1=CC(=CC=C1)OC)=O)=O)C[C@@H]1OCCC1